4-bromo-5-carbamoyl-1H-pyrrole BrC=1C=CNC1C(N)=O